C1(=CC=C(C=C1)C=CC(=O)N)C=CC(=O)N 1,4-phenylenediacrylamide